3-AMINO-2-ISOPROPYLACROLEIN NC=C(C=O)C(C)C